C1(CC1)C1=CC(=NN1)C(=O)N1CC(C1)NC(=O)C1CC1 N-(1-(5-Cyclopropyl-1H-pyrazole-3-carbonyl)azetidin-3-yl)cyclopropanecarboxamide